N1C=CC2=CC(=CC=C12)CC(=O)N1CCC(CC1)N1C(NC2=C1C=CC=C2)=O 3-[1-[2-(1H-indol-5-yl)acetyl]-4-piperidinyl]-1H-benzimidazol-2-one